[Cl-].C(CCCCCCC)C(CCCCCCCCC)[NH+](C(CCCCCCCCC)CCCCCCCC)C(CCCCCCCCC)CCCCCCCC tri(octyl-decyl)ammonium chloride